Cl.C1(=CC=CC=C1)C(CC(=O)O)CO[C@H]1CN(CCC1)CCCC1=NC=2NCCCC2C=C1 3-phenyl-4-(((R)-1-(3-(5,6,7,8-tetrahydro-1,8-naphthyridin-2-yl)propyl)piperidin-3-yl)oxy)butanoic acid hydrochloride